propylthiobenzene C(CC)SC1=CC=CC=C1